1-methyl-2-(pyridin-4-yl)-N-(1-(tetrahydro-2H-pyran-4-yl)-1H-pyrazol-4-yl)-1H-pyrrolo[3,2-c]pyridin-6-amine CN1C(=CC=2C=NC(=CC21)NC=2C=NN(C2)C2CCOCC2)C2=CC=NC=C2